Cl.Cl.CC1=C(C2=C(N=N1)SC1=C2N=CN=C1N1CC(C1)OC1=NC=CN=C1)C 3,4-dimethyl-8-(3-pyrazin-2-yloxyazetidin-1-yl)pyrimido[4',5':4,5]thieno[2,3-c]pyridazine dihydrochloride